tert-Butyl (5R,9S)-2-methyl-3-(((trifluoromethyl)sulfonyl) oxy)-4,5,6,7,8,9-hexahydro-2H-5,9-epiminocycloocta[c]pyrazole-10-carboxylate CN1N=C2C(=C1OS(=O)(=O)C(F)(F)F)C[C@H]1CCC[C@@H]2N1C(=O)OC(C)(C)C